NCC1(COC1)O 3-(aminomethyl)oxetan-3-ol